FC1=C(C=C(C=C1)F)[C@@H](C)N1C(=NC2=C1C=C(C(=C2)F)F)N2C[C@H]([C@@H](CC2)F)N (3R,4R)-1-(1-((1R)-1-(2,5-difluorophenyl)ethyl)-5,6-difluoro-1H-benzoimidazol-2-yl)-4-fluoro-3-piperidinamine